1-(4-(4-amino-5-(7-methoxy-5-methylbenzothiophen-2-yl)-7H-pyrrolo[2,3-d]pyrimidin-7-yl)piperidin-1-yl)prop-2-en-1-one NC=1C2=C(N=CN1)N(C=C2C=2SC1=C(C2)C=C(C=C1OC)C)C1CCN(CC1)C(C=C)=O